C(C)(C)C(C=O)=CCC(C)C 2-isopropyl-5-methyl-2-hexenal